N(=[N+]=[N-])CCOCCOCCOCCOCCOCCOCCOCCOCCOCCC(N[C@H](C(N[C@H](C(=O)NC1=CC=C(COC(=O)C2=CNC=C2)C=C1)CCCNC(=O)N)=O)C(C)C)=O (4-((32S,35S)-1-azido-32-isopropyl-30,33-dioxo-35-(3-ureidopropyl)-3,6,9,12,15,18,21,24,27-nonaoxa-31,34-diazahexatriacontan-36-amido)benzyl)-1H-pyrrole-3-carboxylate